2-((1S,2S)-1-(2-chlorophenyl)-1-(4-ethyl-1H-pyrazol-1-yl)propan-2-yl)-5-hydroxy-N-(isoxazol-4-yl)-1-methyl-6-oxo-1,6-dihydropyrimidine-4-carboxamide ClC1=C(C=CC=C1)[C@H]([C@H](C)C=1N(C(C(=C(N1)C(=O)NC=1C=NOC1)O)=O)C)N1N=CC(=C1)CC